SCC(=O)O.SCC(=O)O.OCCSSCCO hydroxyethyldisulfide bis(2-mercaptoacetate)